methyl-benzenesulfonate COS(=O)(=O)C1=CC=CC=C1